N[C@H]1CN(CC[C@@H]1F)C1=NC2=C(N1CC1=CC=C(C#N)C=C1)C=CC=C2 4-((2-((3S,4S)-3-Amino-4-fluoropiperidin-1-yl)-1H-benzo[d]imidazol-1-yl)methyl)benzonitril